ClC1=C(CNC(=O)C=2N=CN(C2)C2=NC(=NC=C2C)N[C@@H]2COCC2)C=CC=C1CO (S)-N-(2-chloro-3-(hydroxy-methyl)-benzyl)-1-(5-methyl-2-((tetrahydro-furan-3-yl)amino)-pyrimidin-4-yl)-1H-imidazole-4-carboxamide